acryloyloxyethyl-N,N-dimethylammonium propyl-sulfate C(CC)OS(=O)(=O)[O-].C(C=C)(=O)OCC[NH+](C)C